tert-butyl (1R,3S,5R)-3-(methoxy(methyl)carbamoyl)-2-azabicyclo[3.1.0]hexane-2-carboxylate CON(C(=O)[C@H]1N([C@@H]2C[C@@H]2C1)C(=O)OC(C)(C)C)C